2-methyl-thieno[3,2-d]pyrimidin-4-amine CC=1N=C(C2=C(N1)C=CS2)N